NC1=C(C(=O)NC23CCC(CC2)(CC3)O)C=C(C=N1)C1=CC=C3CCN(CC3=C1)C1CCOCC1 2-amino-N-(4-hydroxy-bicyclo[2.2.2]oct-1-yl)-5-(2-(tetrahydro-2H-pyran-4-yl)-1,2,3,4-tetrahydroisoquinolin-7-yl)nicotinamide